m-methylxylene CC1=C(C(=CC=C1)C)C